7-oxo-2,3-diazanorbornene O=C1C2N=NC1CC2